1-bromo-8-methyl-3-(3-methyl-1,2,4-thiadiazol-5-yl)-5,6-dihydroimidazo[1,5-a]pyrazine-7(8H)-carboxylic acid tert-butyl ester C(C)(C)(C)OC(=O)N1C(C=2N(CC1)C(=NC2Br)C2=NC(=NS2)C)C